BrC=1C(=CC(=C(C1)C1=C(C(=O)N)C=CN=C1C(F)(F)F)F)C (5-bromo-2-fluoro-4-methylphenyl)-2-(trifluoromethyl)isonicotinamide